N-[2-(1-benzylpiperidin-4-yl)ethyl]-4-methoxy-1-[4-(trifluoromethoxy)phenyl]piperidine-4-carboxamide C(C1=CC=CC=C1)N1CCC(CC1)CCNC(=O)C1(CCN(CC1)C1=CC=C(C=C1)OC(F)(F)F)OC